BrC1=C2CC(CC2=CC=C1)NC(OC(C)(C)C)=O tert-Butyl (4-bromo-2,3-dihydro-1H-inden-2-yl)carbamate